C(C)[C@H]1OC2=C(CN(C1)CC=1C=C(C=CC1C)[C@H]([C@H](C(=O)O)C)C1=C(C3=C(N(N=N3)CC)C=C1)F)N=CC=C2 (2R,3S)-3-(3-(((R)-2-Ethyl-2,3-dihydropyrido[2,3-f][1,4]oxazepin-4(5H)-yl)methyl)-4-methylphenyl)-3-(1-ethyl-4-fluoro-1H-benzo[d][1,2,3]triazol-5-yl)-2-methylpropanoic acid